5-(4-chloro-3-fluorophenyl)-2,5,6,7-tetrahydro-3H-pyrrolo[2,1-c][1,2,4]triazol-3-one ClC1=C(C=C(C=C1)C1CCC2=NNC(N21)=O)F